3-fluoro-2-(4-((S)-2-methylpiperazin-1-yl)-6-(((S)-1-methylpyrrolidin-2-yl)methoxy)-2H-pyrazolo[3,4-d]pyrimidin-2-yl)phenol FC=1C(=C(C=CC1)O)N1N=C2N=C(N=C(C2=C1)N1[C@H](CNCC1)C)OC[C@H]1N(CCC1)C